CN(CCNC1=CC2=C(NC(=N2)C2=C(C(=C(N2)C)CC)C2=CC=CC=C2)C=C1)C 1-(5-(5-((2-(dimethylamino)ethyl)amino)-1H-benzo[d]imidazol-2-yl)-2-methyl-4-phenyl-1H-pyrrol-3-yl)ethan